4-(1,3,6,8-tetraoxo-1,3,6,8-tetrahydro-7H-isochromeno[6,5,4-def]isoquinolin-7-yl)phthalonitrile O=C1OC(C=2C=CC=3C(N(C(C4=CC=C1C2C34)=O)C=3C=C(C(C#N)=CC3)C#N)=O)=O